ClC=1C=C(C=CC1C(=O)N1CCCC1)NC1CN(C1)C(=O)OC(C)(C)C tert-butyl 3-(3-chloro-4-(pyrrolidine-carbonyl)phenylamino)azetidine-1-carboxylate